COC1=C(C(=O)NC=2OC=C(N2)C2=CC=C(C=C2)C(F)(F)F)C=CC(=C1)OC 2,4-dimethoxy-N-(4-(4-(trifluoromethyl)phenyl)oxazol-2-yl)benzamide